formylaspartate C(=O)N[C@@H](CC(=O)[O-])C(=O)[O-]